Benzyl (R,E)-7-((2-((tert-butyldimethylsilyl)oxy)ethyl)sulfonyl)-2-(3-(3-methoxy-2-(methoxymethyl)-3-oxoprop-1-en-1-yl)phenyl)-2,6,6-trimethylheptanoate [Si](C)(C)(C(C)(C)C)OCCS(=O)(=O)CC(CCC[C@](C(=O)OCC1=CC=CC=C1)(C)C1=CC(=CC=C1)\C=C(\C(=O)OC)/COC)(C)C